3-(2-(1-(1-bromo-4-methoxynaphthalen-2-yl)ethylidene)hydrazyl)pyridine BrC1=C(C=C(C2=CC=CC=C12)OC)C(C)=NNC=1C=NC=CC1